[4-[(3-fluorophenyl)-(2-methylsulfonylphenyl)methyl]piperazin-1-yl]-(1H-pyrrolo[3,2-c]pyridin-7-yl)methanone FC=1C=C(C=CC1)C(N1CCN(CC1)C(=O)C=1C2=C(C=NC1)C=CN2)C2=C(C=CC=C2)S(=O)(=O)C